7-(3-(2-cyclopropylphenyl)-7,8-dihydro-1,6-naphthyridin-6(5H)-yl)-2,8,9-trimethyl-4H-pyrimido[1,2-b]pyridazin-4-one C1(CC1)C1=C(C=CC=C1)C=1C=NC=2CCN(CC2C1)C=1C(=C(C=2N(N1)C(C=C(N2)C)=O)C)C